(S)-2-((((9H-fluoren-9-yl)methoxy)carbonyl)amino)-3-(5-chloro-2-(pyridin-2-yl)phenyl)propanoic acid C1=CC=CC=2C3=CC=CC=C3C(C12)COC(=O)N[C@H](C(=O)O)CC1=C(C=CC(=C1)Cl)C1=NC=CC=C1